OC1(CC1)C(=O)N1CCC(CC1)N1N=CC(=C1)NC1=NC=C(C(=N1)C1=C(C(=O)O)C=CC=C1)C (2-((1-(1-(1-hydroxycyclopropanecarbonyl)piperidin-4-yl)-1H-pyrazol-4-yl)amino)-5-methylpyrimidin-4-yl)benzoic acid